C(C)(C)(C)OC(=O)N1CCC(CC1)C1CCN(CC1)CC1=C(C=C(C=C1OC)Br)OC 1'-(4-bromo-2,6-dimethoxybenzyl)-[4,4'-bipiperidine]-1-carboxylic acid tert-butyl ester